C(C)(=O)N1C(\C(\C2=CC(=C(C=C12)C(=O)OC)C)=C(\C1=CC=CC=C1)/NC1=CC=C(C=C1)S(N(C)OCCO)(=O)=O)=O (Z)-Methyl 1-acetyl-3-(((4-(N-(2-hydroxyethoxy)-N-methylsulfamoyl)phenyl)amino)(phenyl)methylene)-5-methyl-2-oxoindoline-6-carboxylate